(R)-3-(3-(6-(2-((1-Ethyl-1H-pyrazol-4-yl)amino)pyrimidin-4-yl)pyridin-2-yl)isoxazol-5-yl)-3-hydroxy-1-methylpyrrolidin-2-one-4,4,5,5-d4 C(C)N1N=CC(=C1)NC1=NC=CC(=N1)C1=CC=CC(=N1)C1=NOC(=C1)[C@]1(C(N(C(C1([2H])[2H])([2H])[2H])C)=O)O